2-bromo-5-((3-methoxycyclobutyl)methoxy)isonicotinic acid BrC=1C=C(C(=O)O)C(=CN1)OCC1CC(C1)OC